FC=1C(=CC(=NC1)OC)C1=CC(=NN1)C(=O)N1C2(CC2)C[C@H](CC1)C(=O)NC=1C=NN2C1N=C(C=C2)[C@H](C)O (S)-4-(5-(5-fluoro-2-methoxypyridin-4-yl)-1H-pyrazole-3-carbonyl)-N-(5-((S)-1-hydroxyethyl)pyrazolo[1,5-a]pyrimidin-3-yl)-4-azaspiro[2.5]octane-7-carboxamide